ClC1=NC=CC(=C1)[C@@H](C)N[S@@](=O)C(C)(C)C (S)-N-((R)-1-(2-chloropyridin-4-yl)ethyl)-2-methylpropane-2-sulfinamide